C1(=CC=CC=C1)C1C(NCCNCCNC1=O)=O 9-phenyl-1,4,7-triazacyclodecane-8,10-dione